N-[(1s,4s)-4-{[2-(difluoromethyl)imidazo[1,2-a]pyridin-5-yl]amino}cyclohexyl]pyrazolo[1,5-a]pyridine-2-carboxamide FC(C=1N=C2N(C(=CC=C2)NC2CCC(CC2)NC(=O)C2=NN3C(C=CC=C3)=C2)C1)F